CN1N=CC(=C1C1=CC(C(CC1)C(=O)OC)=O)C methyl 4-(1,4-dimethyl-1H-pyrazol-5-yl)-2-oxocyclohex-3-ene-1-carboxylate